S1C(=NC=C1)[C@](C)(C#C)O (S)-2-(1,3-thiazol-2-yl)but-3-yn-2-ol